4-(3-(2-methylpyridin-4-yl)-1H-indazol-5-yl)-1-(2-(trifluoromethyl)benzyl)pyridin-2(1H)-one CC1=NC=CC(=C1)C1=NNC2=CC=C(C=C12)C1=CC(N(C=C1)CC1=C(C=CC=C1)C(F)(F)F)=O